N'-(4-chlorobenzoyl)-4-oxo-4H-benzopyran-2-carbohydrazide ClC1=CC=C(C(=O)NNC(=O)C=2OC3=C(C(C2)=O)C=CC=C3)C=C1